ClC1=C(C=O)C=CC=C1C=1N=NN(C1)CC1=C(C=C(C=C1)C=1OC(=NN1)C(F)F)F 2-chloro-3-(1-(4-(5-(difluoromethyl)-1,3,4-oxadiazol-2-yl)-2-fluorobenzyl)-1H-1,2,3-triazol-4-yl)benzaldehyde